2-morpholinophenone N1CC(OCC1)C(=O)C1=CC=CC=C1